C(N)(=O)C=1N(C2=CC(=CC=C2C1)OC(F)(F)F)C=1C=CC2=C(C(=CO2)CC(=O)O)C1 2-(5-(2-carbamoyl-6-(trifluoromethoxy)-1H-indol-1-yl)benzofuran-3-yl)acetic acid